CNC1=NC2=CC(=CC=C2C=C1)O 2-(methylamino)quinolin-7-ol